benzyl 4-[[4-(1-tert-butoxycarbonylazetidin-3-yl)oxyphenyl]methyl]piperazine-1-carboxylate C(C)(C)(C)OC(=O)N1CC(C1)OC1=CC=C(C=C1)CN1CCN(CC1)C(=O)OCC1=CC=CC=C1